5-chloro-N1-(prop-2-yn-1-yl)benzene-1,2-diamine ClC1=CC=C(C(=C1)NCC#C)N